1-(2-hydroxyethyl)-8-methoxy-4,5-dihydro-1H-pyrazolo[4,3-H]quinazoline OCCN1N=CC=2CCC=3C=NC(=NC3C21)OC